Cl.CC=1C=CC=C2C=CN=C(C12)N(C(=O)C=1C=C(C=CC1)C#CCCC(=O)OC)[C@H]1CNCCC1 methyl (R)-5-(3-((8-methylisoquinolin-1-yl)(piperidin-3-yl)carbamoyl)phenyl)pent-4-ynoate hydrochloride salt